N-(2-(benzo[d]thiazol-2-yl)-5-chlorophenyl)benzamide S1C(=NC2=C1C=CC=C2)C2=C(C=C(C=C2)Cl)NC(C2=CC=CC=C2)=O